(3,5-dibromo-4-hydroxyphenyl)(3-ethyl-6-fluoroimidazo[1,2-a]pyrimidin-2-yl)methanone BrC=1C=C(C=C(C1O)Br)C(=O)C=1N=C2N(C=C(C=N2)F)C1CC